4-(2,6,6-Trimethyl-1-cyclohexenyl)-3-buten-2-one CC1=C(C(CCC1)(C)C)C=CC(C)=O